1-(5-acetyl-4-hydroxy-2-methoxyphenyl)-3-(m-tolyl)urea C(C)(=O)C=1C(=CC(=C(C1)NC(=O)NC=1C=C(C=CC1)C)OC)O